5-[4-[(3S)-1-(3-fluoropropyl)pyrrolidin-3-yl]oxyphenyl]-6-(2,2,3,3-tetrafluoro-1,4-benzo-dioxin-6-yl)-8,9-dihydro-7H-benzo[7]annulen-2-ol FCCCN1C[C@H](CC1)OC1=CC=C(C=C1)C1=C(CCCC2=C1C=CC(=C2)O)C2=CC1=C(OC(C(O1)(F)F)(F)F)C=C2